C1(=CC=CC=C1)C(C(=O)ON1C(C2=CC=CC=C2C1=O)=O)C 1,3-dioxoisoindolin-2-yl 2-phenylpropionate